(γ-glycidoxypropyl)(ethyl)dimethoxysilane C(C1CO1)OCCC[Si](OC)(OC)CC